3-((4-oxo-3,4-dihydro-phthalazin-1-yl)methyl)benzoic acid O=C1NN=C(C2=CC=CC=C12)CC=1C=C(C(=O)O)C=CC1